[Si](C1=CC=CC=C1)(C1=CC=CC=C1)(C(C)(C)C)OC[C@H](CCC=C)N (S)-1-((tert-butyldiphenylsilyl)oxy)hex-5-en-2-amine